C(C)(C)(C)OC(=O)N1S(O[C@H](C1)C)(=O)=O (S)-5-methyl-1,2,3-oxathiazolidine-3-carboxylic acid tert-butyl ester-2,2-dioxide